2-(3-(2-Azidoethoxy)propoxy)ethyl 4-methylbenzenesulfonate CC1=CC=C(C=C1)S(=O)(=O)OCCOCCCOCCN=[N+]=[N-]